N-(2,2-dimethyl-3-vinyl-2H-chromen-7-yl)methanesulfonamide CC1(OC2=CC(=CC=C2C=C1C=C)NS(=O)(=O)C)C